(R)-2-(3-fluorophenyl)-9-(1-(2-(3-hydroxy-1,1-dioxidothietan-3-yl)phenoxy)ethyl)-3,7-dimethyl-4H-pyrido[1,2-a]pyrimidin-4-one FC=1C=C(C=CC1)C=1N=C2N(C(C1C)=O)C=C(C=C2[C@@H](C)OC2=C(C=CC=C2)C2(CS(C2)(=O)=O)O)C